C(CCC)(=O)OCC(CC=C(C)C)=C(C)C 2-Isopropyliden-5-methyl-4-hexen-1-yl butyrate